FC(C(=O)N1CCN(CC1)C1=NC(=C(C=C1C=1C=NN(C1)C)[N+](=O)[O-])OC)(F)F 2,2,2-trifluoro-1-(4-(6-methoxy-3-(1-methyl-1H-pyrazol-4-yl)-5-nitropyridin-2-yl)piperazin-1-yl)ethanone